C(C)(C)(C)C=1C=C(C=C(C1O)C(C)(C)C)CCC(=O)OCC(COC(CCC1=CC(=C(C(=C1)C(C)(C)C)O)C(C)(C)C)=O)(COC(CCC1=CC(=C(C(=C1)C(C)(C)C)O)C(C)(C)C)=O)COC(CCC1=CC(=C(C(=C1)C(C)(C)C)O)C(C)(C)C)=O Pentaerythritol tetra[beta-(3,5-di-tert-butyl-4-hydroxyphenyl) propionate]